ClC=1C=C(C(=NC1)N1CC(N(C2(CC3(COC3)C2)C1=O)CC1=CC=C(C=C1)C)=O)F 10-(5-chloro-3-fluoropyridin-2-yl)-7-(4-methylbenzyl)-2-oxa-7,10-diazadispiro[3.1.56.14]dodecane-8,11-dione